2-methyl-pyridine-3-carbonitrile HCl salt Cl.CC1=NC=CC=C1C#N